1-(4-(5-Chloro-1-methyl-1H-indazol-3-yl)phenyl)-3-(pyridin-4-ylmethyl)urea ClC=1C=C2C(=NN(C2=CC1)C)C1=CC=C(C=C1)NC(=O)NCC1=CC=NC=C1